C1(=CC=C(C=C1)[C@@H](C)N1N=CC2=C(C=CC(=C12)C(=O)NC1CC2(CCC2)C1)Cl)C1=CC=CC=C1 (Sa)-6-(1-((R)-1-([1,1'-Biphenyl]-4-yl)ethyl)-4-chloro-1H-indazol-7-carboxamido)spiro-[3.3]heptan